BrC=1C=NC(=NC1)NC1=CC(=CC(=C1)OC1=NC=C(N=C1)C=1C=NN(C1)C)CCCCO 5-bromo-2-((3-(4-hydroxybutyl)-5-((5-(1-methyl-1H-pyrazol-4-yl)pyrazin-2-yl)oxy)phenyl)amino)pyrimidine